N1N=CC2=CC=C(C=C12)C=1N=C(C=2N(C1)CCN2)NC2=CC=C(C=C2)N2CCOCC2 6-(1H-indazol-6-YL)-N-(4-morpholinophenyl)-2,3-dihydroimidazo[1,2-A]pyrazin-8-amine